(4SR,4'R)-6-chloro-2-[(2,4-dimethoxyphenyl)methyl]-4'-(hydroxymethyl)-1'-(4-isoquinolyl)spiro[3H-isoquinoline-4,3'-pyrrolidine]-1,2'-dione ClC=1C=C2C(=CC1)C(N(C[C@@]21C(N(C[C@@H]1CO)C1=CN=CC2=CC=CC=C12)=O)CC1=C(C=C(C=C1)OC)OC)=O |&1:10|